BrC1=CC=C(C=C1)C1=C(C(=NS1)C)C(=O)O 5-(4-bromophenyl)-3-methylisothiazole-4-carboxylic acid